C(#N)C1=CC(=C(COC2=CC=CC(=N2)C2=CC(=C(CC3=NC4=C(N3)C=C(C=C4)C(=O)O)C=C2F)F)C=C1)F 2-(4-(6-((4-cyano-2-fluorobenzyl)oxy)pyridin-2-yl)-2,5-difluorobenzyl)-1H-benzo[d]imidazole-6-carboxylic acid